3-hydroxy-3-(p-tolyl)-N-(1-(3-(2,2,2-trifluoroethoxy)phenyl)cyclopropyl)-butanamide OC(CC(=O)NC1(CC1)C1=CC(=CC=C1)OCC(F)(F)F)(C)C1=CC=C(C=C1)C